C(C)(C)(C)OC(=O)N1C2CN(CC1C2)C=2SC(=NN2)Br 3-(5-bromo-1,3,4-thiadiazol-2-yl)-3,6-diazabicyclo[3.1.1]heptane-6-carboxylic acid tert-butyl ester